C12CNCC(CC1)N2C=2SC=1CN(CCC1N2)C(CC(C#N)(C)C)=O 4-(2-(3,8-diazabicyclo[3.2.1]octan-8-yl)-6,7-dihydrothiazolo[5,4-c]pyridin-5(4H)-yl)-2,2-dimethyl-4-oxobutanenitrile